N,2-diethyl-2-(isopropyl)-3-methyl-butanamide 3-(5-ethyl-4-hydroxypyrimidin-2-yl)pyrrolidine-1-carboxylate C(C)C=1C(=NC(=NC1)C1CN(CC1)C(=O)O)O.C(C)NC(C(C(C)C)(C(C)C)CC)=O